C(C1=C(C=C2CCC3(NC2=N1)CN(CC3)C(=O)OC(C)(C)C)C3=NC=CC=N3)([2H])([2H])[2H] tert-butyl 7'-(methyl-d3)-6'-(pyrimidin-2-yl)-3',4'-dihydro-1'H-spiro[pyrrolidine-3,2'-[1,8]naphthyridine]-1-carboxylate